C(C=1C(C(=O)O)=CC=CC1)(=O)O.CN(C1=CC=C2C(=C3C(O2)=CC=CC(=C3)NC(=O)C3=NC2=CC=CC=C2C=C3)C1)CCC1=CC=CC=C1 N-(N-methyl-N-phenethyl-2-aminocyclohepta[b]benzo-fur-9-yl)quinoline-2-carboxamide phthalate